C(C)(C)(C)C(CCC)(P(CCCC)CCCC)C(C)(C)C di-tert-butylbutylbutylbutylphosphine